7'-[4-(4-tert-butylpyrazol-1-yl)-2,6-difluoro-phenyl]-3'-(1-hydroxyethyl)spiro[cyclopropane-1,5'-imidazo[1,2-a]imidazole]-6'-one C(C)(C)(C)C=1C=NN(C1)C1=CC(=C(C(=C1)F)N1C(C2(N3C1=NC=C3C(C)O)CC2)=O)F